1-[2-(4-butyl-1,4-diazacycloheptan-1-yl)propyl]-5-formyl-4-methyl-1H-indole-2-carbonitrile C(CCC)N1CCN(CCC1)C(CN1C(=CC2=C(C(=CC=C12)C=O)C)C#N)C